ClC1=CC(=C(COC=2C=C(C=CC2)C2=CC(=C(C=3CCOC32)CC3=NC2=C(N3C[C@H]3OCC3)C=C(C=C2OC)C(=O)O)F)C=C1)F (S)-2-((7-(3-((4-chloro-2-fluorobenzyl)oxy)phenyl)-5-fluoro-2,3-dihydrobenzofuran-4-yl)methyl)-4-methoxy-1-(oxetan-2-ylmethyl)-1H-benzo[d]imidazole-6-carboxylic acid